2-(2-chloro-4-(2-((4-(difluoromethyl)-2-fluorobenzyl)oxy)pyrimidin-4-yl)-5-fluorobenzyl)-1-(4,4-dimethyltetrahydrofuran-3-yl)-4-fluoro-1H-benzo[d]imidazole-6-carboxylic acid ClC1=C(CC2=NC3=C(N2C2COCC2(C)C)C=C(C=C3F)C(=O)O)C=C(C(=C1)C1=NC(=NC=C1)OCC1=C(C=C(C=C1)C(F)F)F)F